FC1CCN(CC1)C1=C(C=C2C(=N1)N=C(S2)N2CCOCC2)NC(=O)C=2N=C(OC2)C2=CC(=NC=C2)C N-(5-(4-fluoropiperidin-1-yl)-2-morpholinothiazolo[4,5-b]pyridin-6-yl)-2-(2-methylpyridin-4-yl)oxazole-4-carboxamide